CC1=CC(=NN1C1=CC=C(CN2N=CC=3C2=NC(=NC3)C=3C(=NC=CC3)C#N)C=C1)C(F)(F)F 3-(1-(4-(5-methyl-3-(trifluoromethyl)-1H-pyrazol-1-yl)benzyl)-1H-pyrazolo[3,4-d]pyrimidin-6-yl)picolinonitrile